2-[(3R)-3-[4-cyclopropyl-3-(4-hydroxybenzofuran-5-yl)imidazo[4,5-c]pyridazin-7-yl]-1-piperidyl]acetonitril C1(CC1)C=1C2=C(N=NC1C=1C=CC3=C(C=CO3)C1O)N(C=N2)[C@H]2CN(CCC2)CC#N